ClC1=C(C(=CC=C1)Cl)N=C=O 1,3-dichloro-2-isocyanatobenzene